Cl.COC([C@H]([C@@H](C)OC)NC)=O (2S,3R)-3-methoxy-2-(methylamino)butanoic acid methyl ester hydrochloride